bis(trimethylolpropane) propanedisulfonate C(CCS(=O)(=O)O)S(=O)(=O)O.C(O)C(CC)(CO)CO.C(O)C(CC)(CO)CO